O=C1NC(CCC1N1C(C2=CC=C(C=C2C1=O)CCCOCCC(=O)O)=O)=O 3-(3-(2-(2,6-dioxopiperidin-3-yl)-1,3-dioxoisoindolin-5-yl)propoxy)propanoic acid